NC1=NC2=C(C(=C(C=C2C=C1C#N)Cl)C1=CC=C(C2=C1N=C(S2)N)F)F 2-amino-7-(2-amino-7-fluorobenzo[d]thiazol-4-yl)-6-chloro-8-fluoroquinoline-3-carbonitrile